(2-((2-chloro-5-(trifluoromethyl)pyrimidin-4-yl)amino)-5-hydroxyphenyl)dimethylphosphine oxide ClC1=NC=C(C(=N1)NC1=C(C=C(C=C1)O)P(C)(C)=O)C(F)(F)F